6-((3-(difluoromethoxy)cyclobutyl)(methyl)amino)nicotinonitrile FC(OC1CC(C1)N(C1=NC=C(C#N)C=C1)C)F